2,2,3,3,9,9-hexamethyl-8,8-diphenyl-5-vinyl-4,7-dioxa-3,8-disiladecane CC(C)([Si](OC(CO[Si](C(C)(C)C)(C1=CC=CC=C1)C1=CC=CC=C1)C=C)(C)C)C